C(C1=CC=CC=C1)OC=1C(=NC=CC1)C1=C(SC(=C1)C(=O)NC1=CC(=CC(=C1)S(=O)(=O)C)Cl)C(=O)N(C)C 3-(3-(benzyloxy)pyridin-2-yl)-N5-(3-chloro-5-(methylsulfonyl)phenyl)-N2,N2-dimethylthiophene-2,5-dicarboxamide